N[C@H](C=1N=C2N(N=C(C(=N2)C(C)(C)F)C[C@@H]2C(NC[C@@H](C2)C(F)(F)F)=O)C1)C1CCC(CC1)(F)F (3R,5R)-3-((6-((S)-amino(4,4-difluorocyclohexyl)methyl)-3-(2-fluoropropan-2-yl)imidazo[1,2-b][1,2,4]triazin-2-yl)methyl)-5-(trifluoromethyl)piperidin-2-one